C(C=C)(=O)OCC(=O)OCC(=O)O 2-((2-(acryloyloxy)acetyl)oxy)acetic acid